Cl.NC=1C(=CC(=C(C1)C1=CC2=C(N=C(N=C2)N(C(=O)NCCC(C)(C)C)C)N2C1=NCC2)Cl)F 1-(6-(5-amino-2-chloro-4-fluorophenyl)-8,9-dihydroimidazo[1',2':1,6]pyrido[2,3-d]pyrimidin-2-yl)-3-(3,3-dimethylbutyl)-1-methylurea hydrochloride